decanoyl-L-proline C(CCCCCCCCC)(=O)N1[C@@H](CCC1)C(=O)O